methyl (1S,3R)-1-(4-(prop-2-yn-1-yloxy)phenyl)-2,3,4,9-tetrahydro-1H-pyrido[3,4-b]indole-3-carboxylate C(C#C)OC1=CC=C(C=C1)[C@@H]1N[C@H](CC2=C1NC1=CC=CC=C21)C(=O)OC